COC=1C=C(C=CC1OC)C=1NC2=CC=C(C=C2C1C(C)C)C1CCN(CC1)C(CNCC(F)(F)F)=O 1-(4-(2-(3,4-dimethoxyphenyl)-3-isopropyl-1H-indol-5-yl)piperidin-1-yl)-2-((2,2,2-trifluoroethyl)amino)ethan-1-one